(7S)-7-methyl-7-propyl-N-[(3S)-6,8-difluoro-4-oxo-3,5-dihydro-2H-1,5-benzoxazepin-3-yl]-5H-furo[3,4-d]pyrimidine-2-carboxamide C[C@]1(OCC2=C1N=C(N=C2)C(=O)N[C@H]2COC1=C(NC2=O)C(=CC(=C1)F)F)CCC